C(C1=CC=CC=C1)N1[C@@H]([C@@H]1C(C)C)C(=O)O (2S,3S)-1-benzyl-3-isopropyl-aziridine-2-carboxylic acid